CC1=C(C(=O)NC2(CC2)C2=C3C=CC(=NC3=CC(=C2)N2CC(C2)C(F)(F)F)C)C=C(C=C1)OC[C@H]1N(CC1)C (S)-2-Methyl-N-(1-(2-methyl-7-(3-(trifluoromethyl)azetidin-1-yl)quinolin-5-yl)cyclopropyl)-5-((1-methylazetidin-2-yl)methoxy)benzamide